eicosyl-trimethyl-ammonium fluoride [F-].C(CCCCCCCCCCCCCCCCCCC)[N+](C)(C)C